C(C)OC(CCC(=O)C1=NC(=CC=C1O)C1=C(C=CC=C1C)F)=O 4-[6-(2-fluoro-6-methyl-phenyl)-3-hydroxy-pyridin-2-yl]-4-oxo-butyric acid ethyl ester